5-formyl-8-(4-(trifluoromethoxy)phenyl)imidazo[1,2-a]pyridine-6-carbonitrile C(=O)C1=C(C=C(C=2N1C=CN2)C2=CC=C(C=C2)OC(F)(F)F)C#N